ClC1=CC=C2C(=N1)N(N=C2N[C@@H](C)C2=C(C=CC=C2)F)C2C(C(OC2)CO)O 6-chloro-4-((((S)-1-(2-fluorophenyl)ethyl)amino)-1H-pyrazolo[3,4-b]pyridin-1-yl)-2-(hydroxymethyl)tetrahydrofuran-3-ol